(7S,10R)-7-isopropyl-10-methyl-3-phenyl-2,4-dioxaspiro[5.5]undecane C(C)(C)[C@H]1C2(COC(OC2)C2=CC=CC=C2)C[C@@H](CC1)C